FC=1C=C(C=CC1)C#CC=1C=C2CCC(C2=CC1)N1CCCCC1 (2S)-1-(5-((3-fluorophenyl)ethynyl)-2,3-dihydro-1H-inden-1-yl)piperidine